7-Chloro-1-((4-((5-cyclopropyl-3-(3,5-dichloropyridin-4-yl)isoxazol-4-yl)methoxy)bicyclo[2.2.2]octan-1-yl)ethynyl)isochinolin ClC1=CC=C2C=CN=C(C2=C1)C#CC12CCC(CC1)(CC2)OCC=2C(=NOC2C2CC2)C2=C(C=NC=C2Cl)Cl